6-(bromomethyl)-3-(4-methoxyphenyl)[1,3]thiazolo[2,3-c][1,2,4]triazol BrCC1=CN2C(=NN=C2C2=CC=C(C=C2)OC)S1